(2S)-3-[4-bis(phenylmethoxy)phosphoryloxy-3-phenylmethoxyphenyl]-2-(phenylmethoxycarbonylamino)propanoic acid C1(=CC=CC=C1)COP(=O)(OCC1=CC=CC=C1)OC1=C(C=C(C=C1)C[C@@H](C(=O)O)NC(=O)OCC1=CC=CC=C1)OCC1=CC=CC=C1